C(C)OC1=NC(=NC=C1C(=O)OCC)SC ethyl 4-ethoxy-2-(methylthio)pyrimidine-5-carboxylate